2,6-di-tert-butyl-para-(dimethylaminomethyl)phenol C(C)(C)(C)C1=C(C(=CC(=C1)CN(C)C)C(C)(C)C)O